ClC1=C(C=C(C=N1)C1=NC(=NC=C1C(C(=O)OCC)C1=NC=C(C=N1)Cl)SC)F ethyl 2-[4-(6-chloro-5-fluoro-3-pyridyl)-2-methylsulfanyl-pyrimidin-5-yl]-2-(5-chloropyrimidin-2-yl)acetate